1,4-divinylbenzenecarboxylic acid C(=C)C1(CC=C(C=C1)C=C)C(=O)O